(S)-N-(1-((4-(N-(tert-butyl)sulfamoyl)phenyl)amino)-1-oxo-3-(piperidin-4-yl)propan-2-yl)-4-fluorobenzamide C(C)(C)(C)NS(=O)(=O)C1=CC=C(C=C1)NC([C@H](CC1CCNCC1)NC(C1=CC=C(C=C1)F)=O)=O